C(C)(C)(C)OC(=O)N1[C@@H]2C[C@@]2(C[C@H]1CO)C (1R,3S,5R)-3-(hydroxymethyl)-5-methyl-2-azabicyclo[3.1.0]hexane-2-carboxylic acid tert-butyl ester